CCCCOC(=O)C1=CC=C(C=C1)N butyl P-aminobenzoate